N-(cyano(cyclopropyl)methyl)-4-(2,3-dihydro-2-oxo-1H-imidazo[4,5-b]pyridin-7-yl)-1H-pyrazole-1-carboxamide C(#N)C(NC(=O)N1N=CC(=C1)C1=C2C(=NC=C1)NC(N2)=O)C2CC2